tert-butyl (4-carbamimidoylbenzyl)carbamate acetate salt C(C)(=O)O.C(N)(=N)C1=CC=C(CNC(OC(C)(C)C)=O)C=C1